1-(2,6-difluorophenyl)-N-(quinoxalin-2-yl)methanesulfonamide tert-butyl-4-[1-(2-hydroxyethyl)-5-(trifluoromethyl)indazol-3-yl]piperidine-1-carboxylate C(C)(C)(C)OC(=O)N1CCC(CC1)C1=NN(C2=CC=C(C=C12)C(F)(F)F)CCO.FC1=C(C(=CC=C1)F)CS(=O)(=O)NC1=NC2=CC=CC=C2N=C1